NC1CC2(CCC(C1)N2C(=O)[O-])C 3-amino-1-methyl-8-azabicyclo[3.2.1]octane-8-carboxylate